CC1(CCN(CC1)C=1OC2=C(C=C(C=C2C(C1)=O)C)C(C)NC1=C(C(=O)O)C=C(C=C1)F)C 2-((1-(2-(4,4-dimethylpiperidin-1-yl)-6-methyl-4-oxo-4H-chromen-8-yl)ethyl)amino)-5-fluorobenzoic acid